ClC=1C=CC=2N=CN=C(C2N1)N1CCN(CC1)C1=C(C=CC=C1)F 6-chloro-4-(4-(2-fluorophenyl)piperazin-1-yl)pyrido[3,2-d]pyrimidine